C(CC)(=O)OC(OC(NC(C(N[C@H](COCC1=CC=CC=C1)C(=O)N1CCC2(CC1)CN(C1=CC=CC=C12)S(=O)(=O)C)=O)(C)C)=O)C (4R)-7,7-dimethyl-4-(1-(methylsulfonyl)spiro[indolin-3,4'-piperidin]-1'-carbonyl)-6,9-dioxo-1-phenyl-2,10-dioxa-5,8-diazadodecan-11-yl propionate